N[C@H](C(=O)O)CC1=CC=C(C=C1)NC(=N)N (S)-2-amino-3-(4-guanidinophenyl)propionic acid